FC1(CC(C1)COC1=CC(=C(C=C1)OC)[N+](=O)[O-])F 4-((3,3-Difluorocyclobutyl)-methoxy)-1-methoxy-2-nitro-benzene